CN(CC(CCCC)N1C2=CC=CC=C2OC=2C=CC=CC12)C N,N-dimethyl-2-(10H-phenoxazin-10-yl)hexane-1-amine